tert-butyl 5-amino-4-(5-(2-aminoethyl)-1-oxoisoindolin-2-yl)-5-oxovalerate NC(C(CCC(=O)OC(C)(C)C)N1C(C2=CC=C(C=C2C1)CCN)=O)=O